NC1=C(N=C2N1C=CC=C2C2=CC(=CC(=C2)F)C#N)C(=O)NCCC 3-Amino-8-(3-cyano-5-fluorophenyl)-N-propylimidazo[1,2-a]pyridine-2-carboxamide